bis(isopropylamine) platinum (II) dichloride [Pt](Cl)Cl.C(C)(C)N.C(C)(C)N